1-{2-[4-(dimethylamino)-2H-1,2,3-triazol-2-yl]acetyl}-4-fluoro-N-{[3-fluoro-4-(propan-2-yl)phenyl](phenyl)methyl}pyrrolidine-2-carboxamide CN(C1=NN(N=C1)CC(=O)N1C(CC(C1)F)C(=O)NC(C1=CC=CC=C1)C1=CC(=C(C=C1)C(C)C)F)C